CC1=CC=C(C=C1)S(=O)(=O)[O-].[NH4+] ammonium para-toluenesulfonate